COC=1C=C(C=C(C1OC)OC)N (3,4,5-trimethoxyphenyl)amine